CN(C=1C=C2C(NC=NC2=CC1)=O)C1CCN(CC1)C 6-(methyl-(1-methylpiperidin-4-yl)amino)quinazolin-4(3H)-one